3-(phenyl-2,3,4,5,6-d5)-methylene-d-6-((5-(tert-butyl)-1H-imidazol-4-yl)methylene-d)piperazine-2,5-dione C1(=C(C(=C(C(=C1[2H])[2H])[2H])[2H])[2H])[C@@H]1C(NC(C(N1)=O)=C([2H])C=1N=CNC1C(C=C)(C)C)=O